[Ca+2].C(CC)[N+](CCC)(CCC)CCC tetrapropylammonium calcium